ClC1=CNC2=C(C=CC(=C12)Cl)C1=C(C=CC(=C1)S(=O)(=O)N1C(CNCC1)C)S(=O)(=O)N (3,4-dichloro-1H-indol-7-yl)-4-((2-methylpiperazin-1-yl)sulfonyl)benzenesulfonamide